(R)-N-(2-(difluoromethoxy)-4-(1,3,5-trimethyl-1H-pyrazol-4-yl)phenyl)-9-methyl-6-oxo-6,7,8,9-tetrahydropyrido[3',2':4,5]pyrrolo[1,2-a]pyrazine-2-carboxamide FC(OC1=C(C=CC(=C1)C=1C(=NN(C1C)C)C)NC(=O)C=1C=CC=2C=C3N([C@@H](CNC3=O)C)C2N1)F